(3-(4-(3-aminophenyl)piperazin-1-yl)propyl)-7-fluoroisoquinolin-1(2H)-one NC=1C=C(C=CC1)N1CCN(CC1)CCCN1C(C2=CC(=CC=C2C=C1)F)=O